2-(1-adamantylsulfanyl)-3-[(E)-2-[1-(4-methoxyphenyl)-3,4-dihydro-2H-quinolin-6-yl]vinyl]-5,5-dimethyl-cyclohex-2-en-1-one C12(CC3CC(CC(C1)C3)C2)SC=2C(CC(CC2\C=C\C=2C=C3CCCN(C3=CC2)C2=CC=C(C=C2)OC)(C)C)=O